(2'-Bromo-4'-chloro-[1,1'-biphenyl]-2-yl)(methyl)sulfane 4-(diphenylamino)-4-oxobut-2-yn-1-yl-2-oxopropanoate C1(=CC=CC=C1)N(C(C#CCOC(C(C)=O)=O)=O)C1=CC=CC=C1.BrC1=C(C=CC(=C1)Cl)C1=C(C=CC=C1)SC